BrC1=C(C=C(C=O)C=C1)OCOC 4-bromo-3-(methoxymethoxy)benzaldehyde